C(#N)C1=CC=C(C=C1)C1CC(N(CC1)C(=O)OC(C)(C)C)=O tert-Butyl 4-(4-cyanophenyl)-2-oxopiperidine-1-carboxylate